FC(C(=O)O)(F)F.C1(CC1)C=1SC=2[C@H](NCCC2N1)C (R)-2-cyclopropyl-4-methyl-4,5,6,7-tetrahydrothiazolo[5,4-c]pyridine trifluoroacetate